FC1=CC=C(C(=C1C(=O)O)C)[N+](=O)[O-] 6-fluoro-2-methyl-3-nitrobenzoic acid